C(N)(=O)C12CCCC(N1C(=O)OC(C)(C)C)C2 tert-butyl 1-carbamoyl-6-azabicyclo[3.1.1]heptane-6-carboxylate